phenylenebis-(dimethyl-hydroxysilicon) C1(=C(C=CC=C1)[Si](O)(C)C)[Si](O)(C)C